C(C)(C)C1=CC(=CC(=C1)C(C)C)C(C)C 1,3,5-triisopropyl-benzene